OC1=C(C=CC(=C1)OCCCCCC(C)C)C1=NC(=NC(=N1)C1=C(C=C(C=C1)C)C)C1=C(C=C(C=C1)C)C 2-(2-hydroxy-4-isooctyloxyphenyl)-4,6-bis(2,4-dimethylphenyl)-1,3,5-triazine